(3R)-3-(4-Chlorophenyl)-2-[(5-chloropyridin-2-yl)methyl]-6-[1-hydroxy-1-(oxan-4-yl)ethyl]-3-methoxy-2,3-dihydro-1H-isoindol-1-on ClC1=CC=C(C=C1)[C@@]1(N(C(C2=CC(=CC=C12)C(C)(C1CCOCC1)O)=O)CC1=NC=C(C=C1)Cl)OC